3,4,5,6,6-pentamethyl-hept-3-en-2-one CC(C(C)=O)=C(C(C(C)(C)C)C)C